1,1,2,2,3,3,4,4,4-Nonafluorobutane-1-sulfonyl fluoride FC(C(C(C(F)(F)F)(F)F)(F)F)(S(=O)(=O)F)F